C12C=CCC(OC1)C2 6-Oxabicyclo[3.2.1]oct-2-ene